C(C1=CC=CC=C1)OC=1C=C(C=CC1)N1N=C(C2=C1N(C([C@@H]([C@H]2C2=CC=C(C=C2)F)NC(C2=CC(=CC=C2)C(F)(F)F)=O)=O)CC)C |r| N-[rac-(4S,5R)-1-(3-benzyloxyphenyl)-7-ethyl-4-(4-fluorophenyl)-3-methyl-6-oxo-4,5-dihydropyrazolo[3,4-b]pyridine-5-yl]-3-(trifluoromethyl)benzamide